C(C=C)(=O)OCCCC[Si](C)(C)I acryloxybutyliododimethylsilane